ClC=1N=C(SC1)C(C(=O)O)(F)F 2-(4-chloro-1,3-thiazol-2-yl)-2,2-difluoroacetic acid